5-((S)-2-((4-(2-(4-((2-(2-oxa-6-azaspiro[3.3]heptan-6-yl)pyrimidine-4-yl)methoxy)phenyl)propan-2-yl)phenoxy)methyl)pyrrolidin-1-yl)-2-(2,6-dioxopiperidin-3-yl)isoIndoline-1,3-dione C1OCC12CN(C2)C2=NC=CC(=N2)COC2=CC=C(C=C2)C(C)(C)C2=CC=C(OC[C@H]1N(CCC1)C=1C=C3C(N(C(C3=CC1)=O)C1C(NC(CC1)=O)=O)=O)C=C2